(S)-4-(2-(3-amino-4-methoxybenzoyloxy)-2-(3-(cyclopropylmethoxy)-4-(difluoromethoxy)phenyl)ethyl)-3,5-dichloropyridine 1-oxide NC=1C=C(C(=O)O[C@@H](CC2=C(C=[N+](C=C2Cl)[O-])Cl)C2=CC(=C(C=C2)OC(F)F)OCC2CC2)C=CC1OC